1-(4-((3-(2,3-difluoro-4-methoxy-phenyl)imidazo[1,2-a]pyrazin-8-yl)amino)-2-methylbenzoyl)-N-(2-hydroxy-3-(piperazin-1-yl)propyl)piperidine-4-carboxamide hydrochloride Cl.FC1=C(C=CC(=C1F)OC)C1=CN=C2N1C=CN=C2NC2=CC(=C(C(=O)N1CCC(CC1)C(=O)NCC(CN1CCNCC1)O)C=C2)C